O=CCCCCCOC(C(CCCCCCCC)CC1CCCC1)=O.C1(=CC=CC=C1)P phenyl-phosphine 6-oxohexyl-2-(cyclopentylmethyl)decanoate